FC(CN1N=NC(=C1)C(=O)NC)CCN1N=NC(=C1)C(NCC1=C(C=CC(=C1)OC(F)(F)F)F)=O 1-{2-fluoro-4-[4-({[2-fluoro-5-(trifluoromethoxy)phenyl]methyl}carbamoyl)-1H-1,2,3-triazol-1-yl]butyl}-N-methyl-1H-1,2,3-triazole-4-carboxamide